tri(2-t-butyl-4-methylphenyl) phosphite P(OC1=C(C=C(C=C1)C)C(C)(C)C)(OC1=C(C=C(C=C1)C)C(C)(C)C)OC1=C(C=C(C=C1)C)C(C)(C)C